OC=1C=C(C=CC1)C=1C(OC2=CC=C(C=C2C1C)O)C1=CC=C(C=C1)\C=C/CN1C[C@@H](CC1)C 3-(3-Hydroxyphenyl)-4-methyl-2-{4-[(Z)-3-((R)-3-methylpyrrolidin-1-yl)-propenyl]phenyl}-2H-chromen-6-ol